3-(3-aminopropyl)-4-bromo-1-[(4-methoxyphenyl)methyl]benzimidazol-2-one NCCCN1C(N(C2=C1C(=CC=C2)Br)CC2=CC=C(C=C2)OC)=O